FC1=C(C(=C2C=CNC2=C1)C1=CC=NN1)OC=1C=C(C=CC1)C=1NC(=CN1)CC=1C=C(C=CC1)CCC(=O)O 3-(3-((2-(3-((6-Fluoro-4-(1H-pyrazol-5-yl)-1H-indol-5-yl)oxy)phenyl)-1H-imidazol-5-yl)methyl)phenyl)propanoic acid